FC1=CC=C(C=C1)C1=C2C(=NC(=C1C1=CC=NC=C1)C1=CC=C(C=C1)F)NN=C2 4,6-bis(4-fluorophenyl)-5-(4-pyridyl)pyrazolo[3,4-b]pyridine